2,4-dichloro-6-(dibenzofuran-1-yl)-1,3,5-triazine ClC1=NC(=NC(=N1)Cl)C1=CC=CC=2OC3=C(C21)C=CC=C3